BrC1=C(C=C(C=C1F)Cl)F 1-bromo-2,6-difluoro-4-chlorobenzene